FC1=C(C=CC=C1F)CN1C(CCC1=O)CC(=O)NCCC 2-[1-[(2,3-difluorophenyl)methyl]-5-oxopyrrolidin-2-yl]-N-propylacetamide